NC1=NC=2C=C(C(=CC2C2=C1C=NN2C)C(=O)N(CC)CC2=NC=C(C=C2)C2CC2)F 4-amino-N-((5-cyclopropyl-2-pyridinyl)methyl)-N-ethyl-7-fluoro-1-methyl-1H-pyrazolo[4,3-c]quinoline-8-carboxamide